7-(5-(5-(6-acetyl-2,6-diazaspiro[3.3]heptan-2-yl)-1,3,4-thiadiazol-2-yl)-4-(isopropylamino)pyridin-2-yl)pyrrolo[1,2-b]pyridazine-3-carbonitrile C(C)(=O)N1CC2(CN(C2)C2=NN=C(S2)C=2C(=CC(=NC2)C2=CC=C3N2N=CC(=C3)C#N)NC(C)C)C1